N-((6-(4-(1-(benzo[d]thiazol-5-yl)ethyl)piperazin-1-yl)pyridin-3-yl)(methyl)(oxo)-λ6-sulfanylidene)-2,2,2-trifluoroacetamide S1C=NC2=C1C=CC(=C2)C(C)N2CCN(CC2)C2=CC=C(C=N2)S(=NC(C(F)(F)F)=O)(=O)C